2-(2,8-Diazaspiro[4.5]decan-2-yl)benzonitrile C1N(CCC12CCNCC2)C2=C(C#N)C=CC=C2